N1=CC(=CC=C1)C1=CC=C2C=CC(=NC2=C1)N 7-(pyridin-3-yl)quinolin-2-amine